[18F]C1=NC(=CC=C1C=1NC2=CC=C(C=C2C1)O)N1C[C@H](CCC1)OC 2-[2-(18F)fluoro-6-[(3S)-3-methoxypiperidin-1-yl]pyridin-3-yl]-1H-indol-5-ol